COC(CN(C)C)=O N,N-dimethyl-glycine methyl ester